N1CC(C2=CC=CC=C12)CNS(=O)(=O)C N-(indolin-3-ylmethyl)methanesulfonamide